1-ethyl-4-[[4-(trifluoromethyl)phenyl]methyl]pyrrolo[2,3-b]pyridine-3-carboxylic acid C(C)N1C=C(C=2C1=NC=CC2CC2=CC=C(C=C2)C(F)(F)F)C(=O)O